Cl[SiH]([Si](C)(C)C)C chloro(tetramethyl)disilane